(S)-4-((1-(4-chloro-8-(4-(morpholine-4-carbonyl)phenyl)-1-oxo-2-phenyl-1,2-dihydroisoquinolin-3-yl)ethyl)amino)pyrido[2,3-d]pyrimidin-5(8H)-one ClC1=C(N(C(C2=C(C=CC=C12)C1=CC=C(C=C1)C(=O)N1CCOCC1)=O)C1=CC=CC=C1)[C@H](C)NC=1C2=C(N=CN1)NC=CC2=O